1-cyclopropyl-6-fluoro-8-methoxy-1,4-dihydro-7-(2-oxa-8-azaspiro[4.5]dec-8-yl)-4-oxo-3-quinolinecarboxylic acid C1(CC1)N1C=C(C(C2=CC(=C(C(=C12)OC)N1CCC2(CCOC2)CC1)F)=O)C(=O)O